C1(=CC=CC=C1)OCC1=CC=CC=C1 phenyl-(benzyl) ether